Acetic acid 2-phenylbicyclo[1.1.1]Pentane-2-yl ester C1(=CC=CC=C1)C1(C2CC1C2)OC(C)=O